COC(C1=CN=CC(=C1N1C[C@@](CC1)(C)NC(=O)OC(C)(C)C)C1=NC2=C(N1)C(=CC=C2C)F)=O (S)-4-(3-((tert-Butoxycarbonyl)amino)-3-methylpyrrolidin-1-yl)-5-(7-fluoro-4-methyl-1H-benzo[d]imidazol-2-yl)nicotinic acid methyl ester